[N+](=O)([O-])C1=CC=C(C=N1)N1CCC(CC1)CO (1-(6-nitropyridin-3-yl)piperidin-4-yl)methanol